BrC1=C(CNCC(OC)OC)C=CC(=C1)F N-(2-bromo-4-fluorobenzyl)-2,2-dimethoxyethan-1-amine